CC1(CC(CCC1)C(C)OC(COC(CC)=O)(C)C)C [2-[1-(3,3-dimethylcyclohexyl)ethoxy]-2-methyl-propyl]propanoate